6-(4-isopropylpiperazin-1-yl)nicotinic acid C(C)(C)N1CCN(CC1)C1=NC=C(C(=O)O)C=C1